Cl[C@H](C(=O)C(C(=O)N)NC(=O)[C@H]1N(CCC1)S(=O)(=O)C1=CC=C(C=C1)C1=CC=C(C=C1)OC)F ((2R)-2-chloro-2-fluoro-acetyl)-[[(2S)-1-[4-(4-methoxyphenyl)phenyl]sulfonylpyrrolidine-2-carbonyl]amino]acetamide